C(C)N1N=C(C(=C1)C1=C(C=CC=C1)[C@H]1C2=C(CN(C1)C(\C=C\[C@H]1NC[C@@H](C1)C)=O)SC(=C2)C#N)C(F)(F)F (S)-4-(2-(1-Ethyl-3-(trifluoromethyl)-1H-pyrazol-4-yl)phenyl)-6-((E)-3-((2S,4R)-4-methylpyrrolidin-2-yl)acryloyl)-4,5,6,7-tetrahydrothieno[2,3-c]pyridine-2-carbonitrile